acrylyl formate C(=O)OC(C=C)=O